2,4,6-triisopropylbenzene disulfide C(C)(C)C12C(C(=CC3(C1S3)C(C)C)C(C)C)S2